TRIMETHYL(2,2,2-TRIFLUOROETHOXY)SILANE C[Si](OCC(F)(F)F)(C)C